(E)-3-(3-bromophenyl)acrylonitrile BrC=1C=C(C=CC1)/C=C/C#N